1-(4-(2-(7,8-dimethyl-[1,2,4]triazolo[1,5-a]pyridin-6-yl)-3-isopropyl-1H-indol-5-yl)piperidin-1-yl)-2-(3,3-dimethylpiperidin-1-yl)ethan-1-one CC1=C(C=2N(C=C1C=1NC3=CC=C(C=C3C1C(C)C)C1CCN(CC1)C(CN1CC(CCC1)(C)C)=O)N=CN2)C